FC(CCS(=O)(=O)NC1=C(C(=C(C=C1F)OC1=NC=CC=C1C1=NC(=NC=C1)N[C@@H]1CNC[C@H](C1)F)F)F)(C)F 3,3-difluoro-N-(2,3,6-trifluoro-4-((3-(2-(((3S,5S)-5-fluoropiperidin-3-yl)amino)pyrimidin-4-yl)pyridin-2-yl)oxy)phenyl)butane-1-sulfonamide